[W](F)(F)(F)(F)(F)F tungsten (VI) hexafluoride